2-[[4-[5-ethyl-2-(2H-tetrazol-5-yl)phenyl]piperazin-1-yl]methyl]-1,3-benzothiazole C(C)C=1C=CC(=C(C1)N1CCN(CC1)CC=1SC2=C(N1)C=CC=C2)C=2N=NNN2